C(C(C)C)C1=NC=CC2=C1N=CN2C(=O)[O-] 4-isobutyl-1H-imidazo[4,5-c]pyridine-1-carboxylate